4-((2-cyclopropyl-6-methyl-7-phenyl-1H-imidazo[4,5-c]pyridin-1-yl)methyl)-3,5-difluorobenzenesulfonamide C1(CC1)C=1N(C2=C(C=NC(=C2C2=CC=CC=C2)C)N1)CC1=C(C=C(C=C1F)S(=O)(=O)N)F